CN(C1=NC(=CC(=N1)N1CCN(CC1)CC=1N=C(SC1)C1=CC=C(C#N)C=C1)C)C 4-[4-({4-[2-(dimethylamino)-6-methylpyrimidin-4-yl]piperazin-1-yl}methyl)-1,3-thiazol-2-yl]benzonitrile